2,4-dichloro-N-(o-tolylcarbamoyl)benzamide ClC1=C(C(=O)NC(NC2=C(C=CC=C2)C)=O)C=CC(=C1)Cl